CC=1C=C(C(=O)OC2=C(C(=CC(=C2)Cl)C=NC2=C(C(=CC=C2)Cl)Cl)O)C=CC1 5-chloro-3-((2,3-dichlorophenylimino)-methyl)-2-hydroxyphenyl 3-methylbenzoate